(4-chlorophenyl)-N-phenyl-1H-imidazole-1-carboxamide ClC1=CC=C(C=C1)C=1N(C=CN1)C(=O)NC1=CC=CC=C1